N1(C2=C(OCCC1)N=C1C(=C2)C=CN1)C1=C(C(=O)NS(=O)(=O)C2=CC(=C(C=C2)OCC2CCC(CC2)(C)O)[N+](=O)[O-])C=CC=C1 2-(3,4-dihydro-2H-pyrrolo[3',2':5,6]pyrido[2,3-b][1,4]oxazepin-1(7H)-yl)-N-((4-(((1s,4s)-4-hydroxy-4-methylcyclohexyl)methoxy)-3-nitrophenyl)sulfonyl)benzamide